tert-butyl N-[2-(benzotriazol-1-yl)-2-oxo-ethyl]carbamate N1(N=NC2=C1C=CC=C2)C(CNC(OC(C)(C)C)=O)=O